FC(CN1N=NC(=C1)C(=O)NC)CCC=1SC(=NN1)NC(CC1=NC=CC(=C1)C1=CC(=CC=C1)OC(F)(F)F)=O 1-(2-fluoro-4-(5-(2-(4-(3-(trifluoromethoxy)phenyl)pyridin-2-yl)acetamido)-1,3,4-thiadiazol-2-yl)butyl)-N-methyl-1H-1,2,3-triazole-4-carboxamide